8-bromobenzo[c][2,6]naphthyridin-5-amine BrC=1C=CC2=C(N=C(C3=CC=NC=C23)N)C1